(E)-4-(3-chloroallyl)-7-fluoro-6-nitrobenzoxazin-3-one Cl/C=C/CC1C(NOC2=C1C=C(C(=C2)F)[N+](=O)[O-])=O